methyl (3R)-4-[2-(5-cyclopropyl-4,7-difluoro-3,3-dimethyl-2-oxoindol-1-yl) acetamido]-3-methylbutanoate C1(CC1)C=1C(=C2C(C(N(C2=C(C1)F)CC(=O)NC[C@@H](CC(=O)OC)C)=O)(C)C)F